(bis(2-picolyl)amine) platinum (II) chloride [Pt](Cl)Cl.N1=C(C=CC=C1)CNCC1=NC=CC=C1